ClC1=CC=C(C(NC=2C=C(N(C2)C)C(=O)NC=2C=C(N(C2)C)C(=O)NC=2SC(=C(N2)C(=O)NCCCN(C)C)CCC(C)C)=N)C=C1 2-(4-(4-(4-chlorobenzimidamido)-1-methyl-1H-pyrrole-2-carboxamido)-1-methyl-1H-pyrrole-2-carboxamido)-N-(3-(dimethylamino)propyl)-5-isopentylthiazole-4-carboxamide